C(N)(=O)C1=CC(=C(C(=C1F)[N+](=O)[O-])NC/C=C/CNC(OC(C)(C)C)=O)OC tert-butyl (E)-(4-((4-carbamoyl-5-fluoro-2-methoxy-6-nitrophenyl)amino)but-2-en-1-yl)carbamate